COC=1C=C2CCN(C(C2=CC1OC)C1=CC=C(C=C1)[N+](=O)[O-])C(=O)C1=CC=C(C(=O)NO)C=C1 4-(6,7-Dimethoxy-1-(4-nitrophenyl)-1,2,3,4-tetrahydroisoquinoline-2-carbonyl)-N-hydroxybenzoamide